FC(C1=NN(C(=C1)C(F)F)CC(=O)N1CCC(CC1)C=1SC=C(N1)C1=NOCC1)F 3-[2-(1-{[3,5-Bis(difluoromethyl)-1H-pyrazol-1-yl]acetyl}piperidin-4-yl)-1,3-thiazol-4-yl]-4,5-dihydro-1,2-oxazol